COC1=NC=CC(=C1)C1=NC(=NO1)NC1=CC(=CC=C1)C(F)(F)F 5-(2-methoxy-4-pyridyl)-N-[3-(trifluoromethyl)phenyl]-1,2,4-oxadiazol-3-amine